C(#N)C1=CC=CC(=N1)C=1C=NC(=CC1NC1=NC(=CC(=C1)OC(C)C)S(=O)(=O)C)NC(C)=O N-(6-cyano-4'-((4-isopropoxy-6-(methylsulfonyl)pyridin-2-yl)amino)-[2,3'-bipyridin]-6'-yl)acetamide